methyl 2-(3-fluoropyridin-2-yl)-2-methylpropionate FC=1C(=NC=CC1)C(C(=O)OC)(C)C